5-(6-isopropyl-2-(1-(oxetan-3-yl)piperidin-4-yl)-4H-pyrrolo[3,2-d]thiazol-5-yl)-1,3,4-trimethylpyridin-2(1H)-one C(C)(C)C1=C(NC2=C1N=C(S2)C2CCN(CC2)C2COC2)C=2C(=C(C(N(C2)C)=O)C)C